1,2,3,3,3-pentachloropropene ClC=C(C(Cl)(Cl)Cl)Cl